C1(=CCCCC1)CC 1-(1-cyclohexen-1-yl)-ethane